FC=1C(=CC(=NC1)OC)C1=CC(=NN1)C(=O)N1C2(CC2)C[C@H](CC1)C(=O)N[C@@H]1C=2N(CCC1)C=C(N2)C(F)(F)F (S)-4-(5-(5-fluoro-2-methoxypyridin-4-yl)-1H-pyrazole-3-carbonyl)-N-((S)-2-(trifluoromethyl)-5,6,7,8-tetrahydroimidazo[1,2-a]pyridin-8-yl)-4-azaspiro[2.5]octane-7-carboxamide